ClC1=NC=CC(=N1)C=1N(N=CC1)C 2-chloro-4-(2-methylpyrazol-3-yl)pyrimidine